tert-butyl (5-((3-((tert-butoxycarbonyl)amino)butyl)amino)pentan-2-yl)carbamate C(C)(C)(C)OC(=O)NC(CCNCCCC(C)NC(OC(C)(C)C)=O)C